[4-(4-methoxyphenoxy)phenyl]-7-(piperidin-4-yl)-4,5,6,7-tetrahydro-2H-pyrazolo[4,3-b]pyridine-3-carboxamide COC1=CC=C(OC2=CC=C(C=C2)N2N=C3C(NCCC3C3CCNCC3)=C2C(=O)N)C=C1